ClC1=C(C=CC(=N1)N1C=NC2=C1C=C(C(=C2)NC=2N=NC(=CC2)C)F)C2OCCO2 1-[6-chloro-5-(1,3-dioxolan-2-yl)-2-pyridyl]-6-fluoro-N-(6-methylpyridazin-3-yl)benzimidazol-5-amine